C(#N)C=1C=CC2=CN(N=C2C1)C(C1=C2C=CN(C2=C(C=C1OC)C)C(=O)OC(C)(C)C)C1C(C1)C(=O)OCC tert-butyl 4-((6-cyano-2H-indazol-2-yl)(2-(ethoxycarbonyl)cyclopropyl)methyl)-5-methoxy-7-methyl-1H-indole-1-carboxylate